C(C)(C)(C)OC(NCC1=CC=C(C=C1)B1OC(C(O1)(C)C)(C)C)=O tert-Butyl(4-(4,4,5,5-tetramethyl-1,3,2-dioxaborolan-2-yl)benzyl)carbamate